BrC=1C(=C2C(=NC1)NC(=N2)C2=C(N(C(=C2)C)C2=CC(=CC=C2)S(=O)(=O)N2CCOCC2)C)NC=2C=C(C=CC2)S(=O)(=O)N 3-((6-bromo-2-(2,5-dimethyl-1-(3-(morpholinosulfonyl)phenyl)-1H-pyrrol-3-yl)-3H-imidazo[4,5-b]pyridin-7-yl)amino)benzenesulfonamide